tert-Butyl 4-chloro-2-((8-(6-(3-methoxy-3-oxopropyl)-5-methylpyridin-2-ylamino)-3,7-dimethyl-2,6-dioxo-2,3,6,7-tetrahydro-1H-purin-1-yl)methyl)-1H-indole-1-carboxylate ClC1=C2C=C(N(C2=CC=C1)C(=O)OC(C)(C)C)CN1C(N(C=2N=C(N(C2C1=O)C)NC1=NC(=C(C=C1)C)CCC(=O)OC)C)=O